8-((2s,5r)-4-(1-(4-fluorophenyl)-2-morpholino-2-oxoethyl)-2,5-dimethylpiperazin-1-yl)-5-methyl-6-oxo-5,6-dihydro-1,5-naphthyridine-2-carbonitrile FC1=CC=C(C=C1)C(C(=O)N1CCOCC1)N1C[C@@H](N(C[C@H]1C)C1=CC(N(C=2C=CC(=NC12)C#N)C)=O)C